6-(4-Fluoro-2-(4-methyl-4H-1,2,4-triazol-3-yl)phenyl)-2-methylimidazo[1,2-a]pyridin-8-amine FC1=CC(=C(C=C1)C=1C=C(C=2N(C1)C=C(N2)C)N)C2=NN=CN2C